CCCCCCCCCCCCCCCCCCCCCCCCC The molecule is an alkane consisting of an unbranched chain of 25 carbon atoms. It has a role as a semiochemical and a plant metabolite.